(S)-3-methyl-2-(2-(4,5,6,7-tetrahydro-1H-benzo[d]imidazol-5-yl)-2H-pyrazolo[3,4-b]pyridin-6-yl)-5-(trifluoromethyl)phenol CC=1C(=C(C=C(C1)C(F)(F)F)O)C=1C=CC=2C(N1)=NN(C2)[C@@H]2CC1=C(NC=N1)CC2